C(C1=CC=CC=C1)N1C(C(CC1(C)C)N(C(=O)C=1N=C(SC1)C#C)C1=CC(=CC(=C1)OC)OC)=O N-(1-Benzyl-5,5-dimethyl-2-oxopyrrolidin-3-yl)-N-(3,5-dimethoxyphenyl)-2-ethynylthiazole-4-carboxamide